7-((1H-indazol-4-yl)methyl)-5-methyl-3-((6-methylpyridin-2-yl)methyl)-5,7-dihydro-6H-pyrazino[2',3':4,5]pyrrolo[2,3-d]pyridazin-6-one N1N=CC2=C(C=CC=C12)CN1N=CC2=C(C1=O)N(C1=C2N=CC(=N1)CC1=NC(=CC=C1)C)C